(2-methyl-5-trifluoromethyl-4-(3-trimethylsilylpropoxy)phenyl)-N-ethyl-N-methylformamidine CC1=C(C=C(C(=C1)OCCC[Si](C)(C)C)C(F)(F)F)C(=N)N(C)CC